Chroman-3-carboxylic acid tert-butyl ester C(C)(C)(C)OC(=O)C1COC2=CC=CC=C2C1